6-Methyl-3-(3-(7-oxa-2-azaspiro[3.5]non-2-ylmethyl)phenyl)-1H-pyrrolo[2,3-c]pyridin-7(6H)-one CN1C(C2=C(C=C1)C(=CN2)C2=CC(=CC=C2)CN2CC1(C2)CCOCC1)=O